BrC1=C(C=CC(=C1)Br)N1N=C(C=C1)OCC=C(C(C(=O)NC)=NOC)C 5-{[1-(2,4-dibromophenyl)-1H-pyrazol-3-yl]oxy}-2-(methoxyimino)-N,3-dimethylpent-3-enamide